O(C1=CC=CC=C1)C=1C=C(COC(=O)C2C(C2C=C(Cl)Cl)(C)C)C=CC1 m-Phenoxybenzyl-3-(2,2-dichlorovinyl)-2,2-dimethylcyclopropanecarboxylate